(1R)-trans-3-(1-propenyl)-2,2-dimethylcyclopropanecarboxylic acid 4-methoxymethyl-2,3,5,6-tetrafluorobenzyl ester COCC1=C(C(=C(COC(=O)[C@H]2C([C@@H]2C=CC)(C)C)C(=C1F)F)F)F